4-[[3-[4-[2-[4-[[2-(2,6-difluoro-4-phenyl-benzoyl)-2-azabicyclo[2.2.2]octan-5-yl]methyl]piperazin-1-yl]acetyl]piperazine-1-carbonyl]-4-fluoro-phenyl]methyl]-2H-phthalazin-1-one FC1=C(C(=O)N2C3CC(C(C2)CC3)CN3CCN(CC3)CC(=O)N3CCN(CC3)C(=O)C=3C=C(C=CC3F)CC3=NNC(C2=CC=CC=C32)=O)C(=CC(=C1)C1=CC=CC=C1)F